bis-tert-butyl-isopropyl-benzene C(C)(C)(C)C=1C(=C(C=CC1)C(C)C)C(C)(C)C